FC(F)(F)SSC1=CC=CC=C1 phenyl (trifluoromethyl) disulfide